ClC1=C(C(=O)N2[C@@H](CCC2)C2=NC(C(=C3N2CCN(C3=O)CCS(=O)(=O)C3=CC=NC=C3)O)=O)C(=CC=C1)Cl (S)-6-(1-(2,6-dichlorobenzoyl)pyrrolidin-2-yl)-9-hydroxy-2-(2-(pyridin-4-ylsulfonyl)ethyl)-3,4-dihydro-2H-pyrazino[1,2-c]pyrimidine-1,8-dione